{5-[(2'-Methoxy-4'-methyl-3,4,5,6-tetrahydro-2H-[1,3']bipyridinyl-4-ylamino)-methyl]-2-methyl-2H-[1,2,3]triazol-4-yl}-carbamic acid tert-butyl ester C(C)(C)(C)OC(NC1=NN(N=C1CNC1CCN(CC1)C=1C(=NC=CC1C)OC)C)=O